ClC1=C(C(=O)C2=CC=C(C=C2)N2C=NC=C2)C=C(C=C1)Cl 2,5-dichloro-4'-(1-imidazolyl)benzophenone